C(C=C)(=O)NC acryloyl-N-methylamin